C[C@]12CC[C@H]3[C@H]([C@@H]1CC[C@H]2O[C@H]4[C@@H]([C@H]([C@@H]([C@H](O4)C(=O)[O-])O)O)O)CCC5=C3C=CC(=C5)O The molecule is a steroid glucuronide anion that is the conjugate base of 17alpha-estradiol 7-O-(beta-D-glucuronide) arising from deprotonation of the carboxylic acid function; major species at pH 7.3. It is a steroid glucosiduronic acid anion and a beta-D-glucosiduronate. It is a conjugate base of a 17alpha-estradiol 17-O-(beta-D-glucuronide).